tert-Butyl 4-((6-(isoindolin-2-ylmethyl)-4-oxo-4H-pyran-3-yl)oxy)piperidine-1-carboxylate C1N(CC2=CC=CC=C12)CC1=CC(C(=CO1)OC1CCN(CC1)C(=O)OC(C)(C)C)=O